2,7-naphthyridin-3(2H)-one C=1NC(C=C2C=CN=CC12)=O